rac-tert-butyl (4'-fluoro-3-(4-((1R,3R)-1-oxido-3-phenyl-4,5-dihydro-3H-1λ6-isothiazol-1-yl)benzamido)-[1,1'-biphenyl]-4-yl)carbamate FC1=CC=C(C=C1)C1=CC(=C(C=C1)NC(OC(C)(C)C)=O)NC(C1=CC=C(C=C1)[S@]1(=N[C@H](CC1)C1=CC=CC=C1)=O)=O |r|